CC1(OCCO1)CC(=O)O 2-(2-methyl-1,3-Dioxolane-2-yl)acetic acid